ClC1=C(C=2N=C(N=C(C2C=2N1C=CN2)Cl)SC)F 5,10-dichloro-6-fluoro-8-(methylthio)imidazo[1',2':1,2]pyrido[4,3-d]pyrimidine